1-(4,4-difluoro-1-piperidinyl)cyclopropanecarboxylic acid sodium salt [Na+].FC1(CCN(CC1)C1(CC1)C(=O)[O-])F